2,3-difluoro-4-methoxybenzene FC1=CC=CC(=C1F)OC